COCCN(C)CC1=CC(=NC=C1)C=1C=C2CN(C(C2=CC1)=O)C1C(NC(CC1)=O)=O 3-(5-(4-(((2-methoxyethyl)(methyl)amino)methyl)pyridin-2-yl)-1-oxoisoindolin-2-yl)piperidine-2,6-dione